1-(3-(difluoromethoxy)phenyl)-N-(3-methyl-1,1-dioxidothietan-3-yl)-3-vinyl-1H-indazole-5-carboxamide FC(OC=1C=C(C=CC1)N1N=C(C2=CC(=CC=C12)C(=O)NC1(CS(C1)(=O)=O)C)C=C)F